1-(2-hydroxyethyl)-2-(trifluoromethyl)-5-((2-(trimethylsilyl)ethoxy)methyl)-1,5-dihydro-4H-pyrrolo[2,3-d]pyridazin-4-one OCCN1C(=CC2=C1C=NN(C2=O)COCC[Si](C)(C)C)C(F)(F)F